N-(4-(5-(difluoromethyl)-1,3,4-oxadiazol-2-yl)benzyl)-N-(3,4-difluorophenyl)-6-methyl-2,6-diazaspiro[3.3]heptane-2-thioamide FC(C1=NN=C(O1)C1=CC=C(CN(C(=S)N2CC3(C2)CN(C3)C)C3=CC(=C(C=C3)F)F)C=C1)F